FC=1C(=C(C=O)C=C(C1)\C=C/C1=CC=C(C=C1)N1CCCC1)O (Z)-3-fluoro-2-hydroxy-5-(4-(pyrrolidin-1-yl)styryl)benzaldehyde